OC=1C=2N(C(=CC1)CCC(=O)OC(C)(C)C)C=CN2 tert-butyl 3-(8-hydroxyimidazo[1,2-a]pyridin-5-yl)propanoate